COC1=C(C=CC=C1)C=1C=C2CN(CC2=CC1)C(CN1N=C(N=C1)C#N)=O 1-(2-(5-(2-methoxyphenyl)isoindolin-2-yl)-2-oxoethyl)-1H-1,2,4-triazole-3-carbonitrile